BrC1=C(C=O)C=C(C=C1F)F 2-bromo-3,5-difluoro-benzaldehyde